(rac)-3-(1-(tert-butoxycarbonyl)piperidin-3-yl)propiolic acid C(C)(C)(C)OC(=O)N1C[C@H](CCC1)C#CC(=O)O |r|